(4-(benzyloxy)-2-(2-(benzyloxy)ethyl)-2-formylbutyl)carbamic acid tert-butyl ester C(C)(C)(C)OC(NCC(CCOCC1=CC=CC=C1)(C=O)CCOCC1=CC=CC=C1)=O